ClC1=C(CCC2=CC(=CC=C12)OCC=1C=C2C(=NN(C2=CC1)C(C)C)Cl)C=O chloro-6-(3-chloro-1-isopropyl-1H-indazol-5-ylmethoxy)-3,4-dihydro-naphthalene-2-carbaldehyde